2-ethoxy-4-(4-fluorophenyl)-6-(1-methyl-6-oxo-1,6-dihydropyridin-3-yl)thiazolo[4,5-b]pyridin-5(4H)-one C(C)OC=1SC2=C(N(C(C(=C2)C2=CN(C(C=C2)=O)C)=O)C2=CC=C(C=C2)F)N1